(3S,4S)-3-(β-D-glucopyranosyloxymethyl)-3,4-dihydro-5,6,7-trihydroxy-4-(4'-hydroxy-3'-methoxyphenyl)-1H-[2]-benzopyran-1-one [C@@H]1([C@H](O)[C@@H](O)[C@H](O)[C@H](O1)CO)OC[C@H]1OC(C2=C([C@@H]1C1=CC(=C(C=C1)O)OC)C(=C(C(=C2)O)O)O)=O